C(CCC)C=1OC2=C(C1C(=O)C1=CC(=C(C(=C1)I)O)I)C=CC=C2 (2-butylbenzofuran-3-yl)(4-hydroxy-3,5-diiodiophenyl)methanone